3-methoxy-N-((2S)-1-oxo-3-phenyl-1-(6-(pyridin-3-yl)-5,6-dihydropyridin-1(2H)-yl)propan-2-yl)benzamide COC=1C=C(C(=O)N[C@H](C(N2CC=CCC2C=2C=NC=CC2)=O)CC2=CC=CC=C2)C=CC1